2-(4-chlorophenyl)-1-(phenylsulfonyl)aziridine ClC1=CC=C(C=C1)C1N(C1)S(=O)(=O)C1=CC=CC=C1